C1(C=CC=C2C1=C1C=C3C(C=CC=4C=5C=CC=CC5CC34)=C1C1=C2C=CC=C1)=O dibenzoindenofluorenone